thio alcohol S(O)O